6-fluoro-3,3-dimethyl-1,2,3,3a,4,9-hexahydropyrrolo[2,1-b]quinazolin-9-one FC=1C=CC=2C(N3C(NC2C1)C(CC3)(C)C)=O